C1(CC1)OC1=NC=CC(=C1)C=1C(=C2CCCC2=CC1)NC(=O)NS(=O)(=O)C1=NN(C=C1)CC(C)(C)B(O)O (1-(3-(N-((5-(2-cyclopropoxypyridin-4-yl)-2,3-dihydro-1H-inden-4-yl)carbamoyl)sulfamoyl)-1H-pyrazol-1-yl)-2-methylpropan-2-yl)boronic acid